(R)-(6-((4-fluoro-3-(trifluoromethyl)phenyl)sulfonyl)-1-(4-fluorophenyl)-4,4a,5,6,7,8-hexahydro-1H-pyrazolo[3,4-g]isoquinolin-4a-yl)(pyridin-2-yl)methanone FC1=C(C=C(C=C1)S(=O)(=O)N1C[C@]2(CC3=C(C=C2CC1)N(N=C3)C3=CC=C(C=C3)F)C(=O)C3=NC=CC=C3)C(F)(F)F